C12CN(CC2C1)C1=CC=C(C(=N1)Cl)C=O 6-{3-azabicyclo[3.1.0]hex-3-yl}-2-chloropyridine-3-carbaldehyde